Dibenzyl 1-{9-[4-(trifluoromethoxy)phenyl]-8-nonynoyl}azetidin-3-yl phosphate P(=O)(OCC1=CC=CC=C1)(OCC1=CC=CC=C1)OC1CN(C1)C(CCCCCCC#CC1=CC=C(C=C1)OC(F)(F)F)=O